CC=1N=C(SC1S(=O)(=O)N1C[C@H](CC1)C(=O)N1CCN(CC1)C1=CC=NC2=CC=CC=C12)NC(C)=O (S)-N-(4-methyl-5-((3-(4-(quinolin-4-yl)piperazine-1-carbonyl)pyrrolidin-1-yl)sulfonyl)thiazol-2-yl)acetamide